OCCCCCNC(NCC1=CC=C(C=C1)OC)=O 3-(5-hydroxypentyl)-1-[(4-methoxyphenyl)methyl]urea